bis-dioxinol boronate B(O)O.O1C(=COC=C1)O.O1C(=COC=C1)O